CC(CC)C1=CC=C(C=C1)NC(=O)C1=NC=CN2C1=NS(CC2)(=O)=O N-[4-(1-methylpropyl)phenyl]-3,4-dihydropyrazino[2,1-c][1,2,4]thiadiazine-9-carboxamide 2,2-dioxide